ClC=1C(=NC=CC1C1=NC(=C(C=C1)CNC[C@@H]1NC(CC1)=O)OC)C=1C(=C(C=CC1)NC(C1=NC=CC(=C1)CNCCO)=O)C (R)-N-(3-(3'-chloro-6-methoxy-5-((((5-oxopyrrolidin-2-yl)methyl)amino)methyl)-[2,4'-bipyridin]-2'-yl)-2-methylphenyl)-4-(((2-hydroxyethyl)amino)methyl)picolinamide